(E)-4-bromo-6-(but-2-enyl)-1-tosyl-1H-pyrrolo[2,3-c]pyridin-7(6H)-one BrC=1C2=C(C(N(C1)C\C=C\C)=O)N(C=C2)S(=O)(=O)C2=CC=C(C)C=C2